(4,5-dihydro-3-hydroxy-2-(pyridin-2-yl)-2H-pyrazolo[3,4-c]pyridin-6(7H)-yl)butan-1-one OC=1N(N=C2CN(CCC21)C(CCC)=O)C2=NC=CC=C2